CN(C(C(=O)C1=CC=C(C=C1)N1CCOCC1)(CC)CC1=CC=C(C=C1)C)C 2-dimethylamino-2-(4-methyl-benzyl)-1-(4-morpholine-4-yl-phenyl)-butane-1-one